3,4-(Methylendioxy)-benzaldehyd C1OC=2C=C(C=O)C=CC2O1